methyl (((1R,3r)-3-((5-(5-((1r,4R)-4-acetamidocyclohexyl)-1,3,4-thiadiazol-2-yl)-2-(3-cyanopyrrolo[1,2-b]pyridazin-7-yl)pyridin-4-yl)amino)cyclobutyl) methyl)carbamate C(C)(=O)NC1CCC(CC1)C1=NN=C(S1)C=1C(=CC(=NC1)C1=CC=C2N1N=CC(=C2)C#N)NC2CC(C2)CNC(OC)=O